FC(C(=O)N[C@H]1[C@@H](N(C(C1)=O)C=1C=C2C=NN(C2=CC1)C=1C=NC(=CC1)OC)C1=CC=CC=C1)(C)F trans-2,2-difluoro-N-(1-(1-(6-methoxypyridin-3-yl)-1H-indazol-5-yl)-5-oxo-2-phenylpyrrolidin-3-yl)propanamide